NC=1C(=NC(=C(N1)F)C=1C=C2[C@@H](CCOC2=CC1)N(C)C)C=1C=C2C(=CNC(C2=CC1)=O)C (R)-6-(3-amino-6-(4-(dimethylamino)chroman-6-yl)-5-fluoropyrazin-2-yl)-4-methylisoquinolin-1(2H)-one